ClC=1C=C(C=CC1OC(F)(F)F)S(=O)(=O)N[C@H](CN(C)C)C1=CC=C(C=C1)Cl (S)-3-chloro-N-(1-(4-chlorophenyl)-2-(dimethylamino)ethyl)-4-(trifluoromethoxy)benzenesulfonamide